(5-bromoisoxazol-3-yl)methanol BrC1=CC(=NO1)CO